OC=1C=C2C(N(C=NC2=CC1)C1COC2(C1)CCC(CC2)O)=O 6-hydroxy-3-(8-hydroxy-1-oxaspiro[4.5]decan-3-yl)quinazolin-4-one